5-[4-methyl-7-[(3R)-1-methyl-3-piperidyl]pyrrolo[2,3-c]pyridazin-3-yl]-2,3-dihydrobenzofuran-4-ol CC=1C2=C(N=NC1C1=CC=C3C(CCO3)=C1O)N(C=C2)[C@H]2CN(CCC2)C